C1(CC1)C1=NN(C=N1)C1CC2(CN(C2)C(=O)N2CC3(C2)CN(C3)CC3=CN=C(O3)C(F)(F)F)C1 [6-(3-cyclopropyl-1,2,4-triazol-1-yl)-2-azaspiro[3.3]heptan-2-yl]-[6-[[2-(trifluoromethyl)oxazol-5-yl]methyl]-2,6-diazaspiro[3.3]heptan-2-yl]methanone